2-benzylsulfonyl-4-[4-(2-methoxyethoxy)phenyl]-6-methyl-pyridine-3,5-dicarbonitrile C(C1=CC=CC=C1)S(=O)(=O)C1=NC(=C(C(=C1C#N)C1=CC=C(C=C1)OCCOC)C#N)C